rac-(1r,2r)-1-(2-methoxy-5-methylphenyl)-N-(2-methylquinoline-5-sulfonyl)-2-[5-(propan-2-yl)pyrazin-2-yl]cyclopropane-1-carboxamide COC1=C(C=C(C=C1)C)[C@@]1([C@@H](C1)C1=NC=C(N=C1)C(C)C)C(=O)NS(=O)(=O)C=1C=2C=CC(=NC2C=CC1)C |r|